9,9-di(pentafluorophenyl)-fluorene FC1=C(C(=C(C(=C1C1(C2=CC=CC=C2C=2C=CC=CC12)C1=C(C(=C(C(=C1F)F)F)F)F)F)F)F)F